tert-butyl (2-(4-methyl-1H-indol-3-yl)ethyl)carbamate CC1=C2C(=CNC2=CC=C1)CCNC(OC(C)(C)C)=O